(R)-5-(5-fluoro-1H-pyrrolo[2,3-b]pyridin-3-yl)-N-(1,1,1-trifluoropropan-2-yl)pyrazolo[1,5-a]pyridine-3-carboxamide FC=1C=C2C(=NC1)NC=C2C2=CC=1N(C=C2)N=CC1C(=O)N[C@@H](C(F)(F)F)C